C(C1=CC=CC=C1)OC(C=C)=O prop-2-enoic acid benzyl ester